COC([C@@H](NC(N(N1C(C2=CC=CC=C2C1=O)=O)CC1=CC=CC=C1)=O)[C@H](C)CC)=O (benzyl-(1,3-dioxoisoindolin-2-yl)carbamoyl)-L-alloisoleucine methyl ester